COC(NC(C=O)C1C[C@H](O[C@@H](C1)C)C)=O 1-((2R,6R)-2,6-Dimethyltetrahydro-2H-pyran-4-yl)-2-oxoethyl-carbamic acid methyl ester